NC1=CC(=C(C(=O)NCC2(CCCCC2)N2CCC(CC2)F)C=C1Cl)OC 4-Amino-5-chloro-N-((1-(4-fluoropiperidin-1-yl)cyclohexyl)methyl)-2-methoxybenzamid